[1,4]oxazin-3-one O1CC(NC=C1)=O